OCC(O)COP(=O)(O)O glycero-3-phosphate